N1C(=CC2=CC=CC=C12)CN1CCC(CC1)(O)C1=CC=NC=C1 (1H-indol-2-ylmethyl)-4-(4-pyridinyl)piperidin-4-ol